N1C=NC2=C1C=CC(=C2)N2C([C@@H]([C@@H]2C2=C(C=C(C=C2)C=2C=NN(C2)C(F)(F)F)C)C2CC2)=O (3R,4R)-1-(1H-benzo[d]imidazol-5-yl)-3-cyclopropyl-4-(2-methyl-4-(1-(trifluoromethyl)-1H-pyrazol-4-yl)phenyl)azetidin-2-one